C(C)C1(C(=C(C(C1)=O)C)C)C 4-ethyl-2,3,4-trimethylcyclopent-2-en-1-one